5-((7-(5-(4-fluoro-2-isopentylphenoxy)pyrimidin-4-yl)-2,7-diazaspiro[4.4]nonan-2-yl)methyl)-1,3-dihydro-2H-benzo[d]imidazol-2-one FC1=CC(=C(OC=2C(=NC=NC2)N2CC3(CCN(C3)CC3=CC4=C(NC(N4)=O)C=C3)CC2)C=C1)CCC(C)C